C(C1=CC=CC=C1)OC(=O)N[C@@H]([C@H](OC1(CC1)C(=O)OCC)C)C(=O)OC ethyl 1-[(1R,2S)-2-(benzyloxycarbonylamino)-3-methoxy-1-methyl-3-oxo-propoxy]cyclopropanecarboxylate